N-((2R,3S)-1-(6-cyanopyridin-2-yl)-2-((((CIS)-4-phenylcyclohexyl)oxy)methyl)pyrrolidin-3-yl)methanesulfonamide C(#N)C1=CC=CC(=N1)N1[C@H]([C@H](CC1)NS(=O)(=O)C)CO[C@@H]1CC[C@@H](CC1)C1=CC=CC=C1